ClC(=O)OC1CCCCCCCCCCCCCCCCC1 cyclooctadecyl chloroformate